2-methyl-2-propenoic acid, 5,6-dihydroxyhexyl ester CC(C(=O)OCCCCC(CO)O)=C